2-(5-(methylamino)pentoxy)acetic acid ethyl ester C(C)OC(COCCCCCNC)=O